Vinylcyclohexene C=CC1CCC=CC1